5-chloro-1,3-dihydro-2H-benzimidazole-2-thione ClC1=CC2=C(NC(N2)=S)C=C1